tert-butyl (3-(5-(5-ethoxypyridin-2-yl)-4-(5-methylthiophen-2-yl)-4H-1,2,4-triazol-3-yl)bicyclo[1.1.1]pentan-1-yl)carbamate C(C)OC=1C=CC(=NC1)C=1N(C(=NN1)C12CC(C1)(C2)NC(OC(C)(C)C)=O)C=2SC(=CC2)C